isopropoxyphenyl-epithiopropane C(C)(C)OC1(C(C)S1)C1=CC=CC=C1